epoxycyclononane tert-butyl-(3-methyl-1-(6-(7-((4-methyl-3-(methylsulfonyl)benzamido)methyl)-1,6-naphthyridin-2-yl)pyridin-2-yl)azetidin-3-yl)carbamate C(C)(C)(C)N(C(O)=O)C1(CN(C1)C1=NC(=CC=C1)C1=NC2=CC(=NC=C2C=C1)CNC(C1=CC(=C(C=C1)C)S(=O)(=O)C)=O)C.C12C(CCCCCCC1)O2